(1-phenylethylidene)bisphenol C1(=CC=CC=C1)C(C)(C1=C(C=CC=C1)O)C1=C(C=CC=C1)O